N1CC(C1)N1N=NC(=C1C)C=1C=C(C=2N(C1)N=CC2C#N)OC 6-[1-(Azetidin-3-yl)-5-methyl-1,2,3-triazol-4-yl]-4-methoxypyrazolo[1,5-a]pyridine-3-carbonitrile